3-(3-(cyclopropylsulfonyl)phenoxy)propan-2-ol C1(CC1)S(=O)(=O)C=1C=C(OCC(C)O)C=CC1